BrC1=C(C=NN1C)C(=O)NNC(NC)=S 2-(5-bromo-1-methyl-1H-pyrazole-4-carbonyl)-N-methylhydrazine-1-thiocarboxamide